4,4-bis(((Z)-non-6-en-1-yl)oxy)butyronitrile C(CCCC\C=C/CC)OC(CCC#N)OCCCCC\C=C/CC